tert-butyl ((3R,4R)-3-hydroxy-1-(4-(hydroxymethyl)phenyl)piperidin-4-yl)carbamate O[C@@H]1CN(CC[C@H]1NC(OC(C)(C)C)=O)C1=CC=C(C=C1)CO